3,4-Dimethyl-hexan CC(CC)C(CC)C